CC1C(N(CC(C1)COC1=CC=CC=C1)CC1=CC=CC=C1)=O methyl-1-benzyl-5-(phenoxymethyl)piperidin-2-one